1-methyl-5-(4-(trifluoromethoxy)phenyl)-1,5-dihydro-4H-imidazo[4,5-c]pyridin-4-one CN1C=NC=2C(N(C=CC21)C2=CC=C(C=C2)OC(F)(F)F)=O